N1C=CC2=C(C=CC=C12)CC1=CC(=CC(=N1)C(=O)NC)C(=O)NC1[C@H]2CC(C[C@@H]12)(F)F 6-((1H-indol-4-yl)methyl)-N4-((1R,5S,6r)-3,3-difluorobicyclo[3.1.0]Hex-6-yl)-N2-methylpyridine-2,4-dicarboxamide